ClC=1C(=C2C=NNC2=C(C1F)[C@@H]([C@@H](C)O)O)C=1N=CC=2N(C1)C=C(N2)NC(=O)[C@H]2[C@H](C2)F (1S,2S)-N-(6-(5-chloro-7-((1S,2R)-1,2-dihydroxypropyl)-6-fluoro-1H-indazol-4-yl)imidazo[1,2-a]pyrazin-2-yl)-2-fluorocyclopropane-1-carboxamide